CC1=C(C=C(C=C1)C)NC(=O)N1CCN(CC1)C1=CC(=CC=C1)O N-(2,5-dimethylphenyl)-4-(3-hydroxyphenyl)piperazine-1-carboxamide